tert-butyl 4-((5-chloro-4-(5,7-difluoro-1-(tetrahydro-2H-pyran-2-yl)-1H-indazol-3-yl)pyridin-2-yl)amino)piperidine-1-carboxylate ClC=1C(=CC(=NC1)NC1CCN(CC1)C(=O)OC(C)(C)C)C1=NN(C2=C(C=C(C=C12)F)F)C1OCCCC1